4-Bromopyridine-3-formaldehyde BrC1=C(C=NC=C1)C=O